CN1C(=CC=2C1=NC=C(N2)C(=O)N2CC(CCC2)COC=2C(=NC=CC2)C(F)(F)F)C2=CC=CC=C2 (5-methyl-6-phenyl-5H-pyrrolo[2,3-b]pyrazin-2-yl)(3-(((2-(trifluoromethyl)pyridin-3-yl)oxy)methyl)piperidin-1-yl)methanone